2-(4-(2-(4-Chloro-2-fluorophenyl)-2-methylbenzo[d][1,3]dioxol-4-yl)-2,6-difluorobenzyl)-7-fluoro-1-(((S)-oxetan-2-yl)methyl)-1H-benzo[d]imidazole-6-carboxylic acid tert-butyl ester C(C)(C)(C)OC(=O)C=1C=CC2=C(N(C(=N2)CC2=C(C=C(C=C2F)C2=CC=CC=3OC(OC32)(C)C3=C(C=C(C=C3)Cl)F)F)C[C@H]3OCC3)C1F